BrCCCCCCC(OCCC#CCCCC)OCCC#CCCCC 1-((7-bromo-1-(oct-3-yn-1-yloxy)heptyl)oxy)oct-3-yne